N-(4-chloro-1H-indol-6-yl)-5-(1-cyclopropanecarbonylpiperidin-4-yl)-1H-1,3-benzodiazol-2-amine ClC1=C2C=CNC2=CC(=C1)NC1=NC2=C(N1)C=CC(=C2)C2CCN(CC2)C(=O)C2CC2